7-cyano-8-(cyclohexyloxy)-N-(2-((methylthio)methyl)pyridin-4-yl)quinazolin-2-amine C(#N)C1=CC=C2C=NC(=NC2=C1OC1CCCCC1)NC1=CC(=NC=C1)CSC